tert-butyl (3s,4s)-4-((4-(3-(2,6-dioxopiperidin-3-yl)-5-fluoro-1-methyl-1H-indazol-6-yl) piperazin-1-yl) methyl)-3-methylpiperidine-1-carboxylate O=C1NC(CCC1C1=NN(C2=CC(=C(C=C12)F)N1CCN(CC1)C[C@@H]1[C@@H](CN(CC1)C(=O)OC(C)(C)C)C)C)=O